ClC1=CC(=C(C=C1)C1=NC(=NC2=C1N=C(N(C2=O)C)C)N2C[C@H](OCC2)C2=CC(=NC=C2)C)F (R)-8-(4-chloro-2-fluorophenyl)-2,3-dimethyl-6-(2-(2-methylpyridin-4-yl)morpholino)pyrimido[5,4-d]pyrimidin-4(3H)-one